(3R)-4-[2'-ethoxy-3-(hydroxymethyl)-[1,1'-biphenyl]-4-yl]-3-ethylpiperazine-1-carboxylic acid tert-butyl ester C(C)(C)(C)OC(=O)N1C[C@H](N(CC1)C1=C(C=C(C=C1)C1=C(C=CC=C1)OCC)CO)CC